C(CCCCCCCCCCCCCC)C=1C=CC=C(C1)O 5-pentadecyl-phenol